tris-diethylamino-fluoro-silane C(C)N(CC)[Si](F)(N(CC)CC)N(CC)CC